C(C)C1=C(C=CC=C1)CN1C(CCC1=O)CC(=O)N1C(CCCC1)C(=O)OCC ethyl 1-[2-[1-[(2-ethylphenyl)methyl]-5-oxopyrrolidin-2-yl]acetyl]piperidine-2-carboxylate